C1(=CC=CC=C1)N(C1=CC=C(/C=C/C=2C=C3C=CC(=CC3=CC2)/C=C/C2=CC=C(NC3=CC=CC=C3)C=C2)C=C1)C1=CC=CC=C1 4-((E)-2-(6-((E)-4-(diphenylamino)styryl)naphthalen-2-yl)vinyl)-N-phenylaniline